N(=[N+]=[N-])[C@@H]1CCCCC2=C1C=CC=C2Br (R)-5-azido-1-bromo-6,7,8,9-tetrahydro-5H-benzo[7]annulene